1-(phenylsulfonyl)propan-2-one C1(=CC=CC=C1)S(=O)(=O)CC(C)=O